COC(=O)C12CC(C1)(C2)CN2N=CC1=C(C=CC=C21)F 3-((4-Fluoro-1H-indazol-1-yl)methyl)bicyclo[1.1.1]pentane-1-carboxylic acid methyl ester